COC([C@@H](N(C)C(=O)N1CCC2([C@H](N(CCO2)C(C=C)=O)C)CC1)C(C)C)=O ((R)-4-acryloyl-5-methyl-1-oxa-4,9-diazaspiro[5.5]undec-9-carbonyl)-N-methyl-L-valine methyl ester